FC(OC=1C=C(C=CC1)C1=NN(C=2C1=NC=C(C2)C(=O)NC2(CS(C2)(=O)=O)C)C[C@H](C)O)F (S)-3-(3-(difluoromethoxy)phenyl)-1-(2-hydroxypropyl)-N-(3-methyl-1,1-dioxidothietan-3-yl)-1H-pyrazolo[4,3-b]pyridine-6-carboxamide